COC1=CC=C(CN(S(=O)(=O)[C@H](C(=O)OC)C)CC2=CC=C(C=C2)OC)C=C1 (S)-METHYL 2-(N,N-BIS(4-METHOXYBENZYL)SULFAMOYL)PROPANOATE